C(CC=CC)C1CCCC(O1)=O 6-pent-3-enyloxan-2-one